C(C)(=O)N1CCC(CC1)C=1C=C(C=CC1)C1N(CCCC1)C(C(=O)NC=1C=NC=C(C1)C)=O 2-(2-(3-(1-acetylpiperidin-4-yl)phenyl)piperidin-1-yl)-N-(5-methylpyridin-3-yl)-2-oxoacetamide